C(C)(C)(C)C1=CC=C(C=C1)[C@H](C)NC(=O)C1=CC=C2C(=C(N(C2=C1)C)C)CC=1C=C(O[C@@H](C(=O)OC)C)C=C(C1)Cl methyl (R)-2-(3-((6-(((S)-1-(4-(tert-butyl)phenyl)ethyl)carbamoyl)-1,2-dimethyl-1H-indol-3-yl)methyl)-5-chlorophenoxy)propanoate